N-{(6R,7aR)-2-[4-(2,6-difluorophenyl)-6-ethoxy-1,2-benzoxazol-3-yl]-7,7-difluoro-3-oxohexahydro-1H-pyrrolo[1,2-c]imidazol-6-yl}methanesulfonamide FC1=C(C(=CC=C1)F)C1=CC(=CC2=C1C(=NO2)N2C(N1[C@H](C2)C([C@@H](C1)NS(=O)(=O)C)(F)F)=O)OCC